C(C)OC1=NC=C(C(=C1)C1=NN(C=2C[C@@H](CCC12)C(=O)NC1(CCS(CC1)(=O)=O)C)C(C(F)(F)F)C)F (6R)-3-(2-ethoxy-5-fluoropyridin-4-yl)-N-(4-methyl-1,1-dioxidotetrahydro-2H-thiopyran-4-yl)-1-(1,1,1-trifluoropropan-2-yl)-4,5,6,7-tetrahydro-1H-indazole-6-carboxamide